methyl 2-[3-(2-{[(tert-butyldimethylsilyl)oxy]methyl}pyrimidin-5-yl)-1,2-oxazol-5-yl]-3-methylbutanoate [Si](C)(C)(C(C)(C)C)OCC1=NC=C(C=N1)C1=NOC(=C1)C(C(=O)OC)C(C)C